Di-tert-pentoxy(tert-butylamino)silane ethyl-(R)-4-(5-amino-4-((((4-fluorophenyl)methyl-d2)sulfonyl)oxy)-3-oxo-2,3-dihydrofuran-2-yl-2-d)benzoate C(C)OC(C1=CC=C(C=C1)[C@]1(OC(=C(C1=O)OS(=O)(=O)C([2H])([2H])C1=CC=C(C=C1)F)N)[2H])=O.C(C)(C)(CC)O[SiH](NC(C)(C)C)OC(C)(C)CC